9,9'-spirobifluorene-2'-yl-boronic acid C1=CC=CC=2C3=CC=CC=C3C3(C12)C1=CC=CC=C1C=1C=CC(=CC13)B(O)O